C1(CC1)C=1C=C(OC=2C=NC=C(C2C(=O)NCCC2=C(C=C(C=C2)Cl)Cl)OC(C#C)(C)C)C=CC1 3-(3-cyclopropyl-phenoxy)-N-[2-(2,4-dichlorophenyl)ethyl]-5-(1,1-dimethylprop-2-ynoxy)pyridine-4-carboxamide